tert-butyl (2-((2S,4R)-4-(difluoromethoxy)-1-((4-phenoxybenzoyl)glycyl)pyrrolidine-2-carboxamido)-2-(4-(N-hydroxycarbamimidoyl) thiophen-2-yl)ethyl)carbamate FC(O[C@@H]1C[C@H](N(C1)C(CNC(C1=CC=C(C=C1)OC1=CC=CC=C1)=O)=O)C(=O)NC(CNC(OC(C)(C)C)=O)C=1SC=C(C1)C(NO)=N)F